bis-(1-phenylethyl)amine C1(=CC=CC=C1)C(C)NC(C)C1=CC=CC=C1